1-(6,7-dihydro-5H-benzo[6,7]cyclohepta[1,2-c]pyridazin-3-yl)-N3-((7S)-7-((2,2-dimethylpropyl)amino)-6,7,8,9-tetrahydro-5H-benzo[7]annulene-2-yl)-1H-1,2,4-triazole-3,5-diamine N1=NC(=CC2=C1C1=C(CCC2)C=CC=C1)N1N=C(N=C1N)NC=1C=CC2=C(CC[C@H](CC2)NCC(C)(C)C)C1